N-{(7-hydroxyquinolin-5-yl)methyl}acrylamide OC1=CC(=C2C=CC=NC2=C1)CNC(C=C)=O